4-({3-chloro-4-[(1-methylcyclopropyl)carbamoyl]pyridin-2-yl}amino)-3-cyclopropyl-5-fluorobenzoic acid ClC=1C(=NC=CC1C(NC1(CC1)C)=O)NC1=C(C=C(C(=O)O)C=C1F)C1CC1